C[Si](C)(C)C#CC1=CN=C2N1CCN(C2)C(=O)OC(C)(C)C tert-butyl 3-((trimethylsilyl) ethynyl)-5,6-dihydroimidazo[1,2-a]pyrazine-7(8H)-carboxylate